2-[[4-cyano-2-(hydroxymethyl)-2,3-dihydro-1H-inden-5-yl]oxymethyl]pyrrolidine-1-carboxylic acid tert-butyl ester C(C)(C)(C)OC(=O)N1C(CCC1)COC=1C(=C2CC(CC2=CC1)CO)C#N